ClC1=CC=C(C=C1)C(CF)N[S@@](=O)C(C)(C)C (S)-N-((-)-1-(4-chlorophenyl)-2-fluoroethyl)-2-methylpropane-2-sulfinamide